8-[1-[[6-chloro-2-(1-hydroxy-7-methyl-3H-2,1-benzoxaborol-5-yl)-3-pyridyl]amino]ethyl]-2-isopropyl-3,6-dimethyl-chromen-4-one ClC1=CC=C(C(=N1)C=1C=C(C2=C(COB2O)C1)C)NC(C)C=1C=C(C=C2C(C(=C(OC12)C(C)C)C)=O)C